FC=1C=CC=C2CCC([C@H](C12)NC1=C(C(C1=O)=O)NC1=C(C(=NC=C1)C(=O)N(C)C)O)(C)C (R)-4-((2-((8-fluoro-2,2-dimethyl-1,2,3,4-tetrahydronaphthalen-1-yl)amino)-3,4-dioxocyclobut-1-en-1-yl)amino)-3-hydroxy-N,N-dimethylpicolinamide